2-(4-(((6-((3-(1H-1,2,4-triazol-1-yl)benzyl)(cyclopropyl)amino)-5-fluoropyrimidin-4-yl)amino)methyl)piperidin-1-yl)acetamide N1(N=CN=C1)C=1C=C(CN(C2=C(C(=NC=N2)NCC2CCN(CC2)CC(=O)N)F)C2CC2)C=CC1